C(C)(C)(C)OC(=O)N[C@H](C(=O)O)C(F)(F)F (2R)-2-[(tert-butoxycarbonyl)amino]-3,3,3-trifluoropropanoic acid